ClC1=CC=C(C=C1)C=1OC=CN1 2-4-chlorophenyloxazole